3-chloro-5-nitro-2-(4-(2,2,3,3,8,8,9,9-octamethyl-4,7-dioxa-3,8-disiladecan-5-yl)-2H-1,2,3-triazol-2-yl)pyridine ClC=1C(=NC=C(C1)[N+](=O)[O-])N1N=CC(=N1)C(O[Si](C(C)(C)C)(C)C)CO[Si](C(C)(C)C)(C)C